FC(C(=O)O)(F)F.N[C@@H]1COCC[C@H]1C1=C(C2=NC(=CC(=C2S1)NCC1=CC=CC=C1)Cl)Br 2-((3S,4R)-3-aminotetrahydro-2H-pyran-4-yl)-N-benzyl-3-bromo-5-chlorothieno[3,2-b]pyridin-7-amine trifluoroacetate